3-cyclopropyl-1-((3,3-difluoro-1-methylcyclobutyl)methyl)-4-(trifluoromethyl)-1H-pyrazole-5-carboxamide C1(CC1)C1=NN(C(=C1C(F)(F)F)C(=O)N)CC1(CC(C1)(F)F)C